(1-oxo-5-(((cis)-2-(3-(pyridin-4-yl)azetidin-1-yl)cyclohexyl)oxy)isoindolin-2-yl)-3-azabicyclo[3.1.1]heptane-2,4-dione O=C1N(CC2=CC(=CC=C12)O[C@H]1[C@H](CCCC1)N1CC(C1)C1=CC=NC=C1)C12C(NC(C(C1)C2)=O)=O